3-(bicyclo[4.2.0]oct-1(6),2,4-trien-3-yl)propionyl chloride C1=2C=C(C=CC2CC1)CCC(=O)Cl